N-(4,4-Dimethyl-pentyl)-4-methyl-2-(1-methyl-propyl)-6-morpholin-4-yl-pyridine-3-carboxylic acid amide CC(CCCNC(=O)C=1C(=NC(=CC1C)N1CCOCC1)C(CC)C)(C)C